3-[5-(propan-2-yl)-1,3-thiazol-2-yl]-5-[(3S)-tetrahydrofuran-3-yloxy]-N-{(1R)-1-[2-(trifluoromethyl)pyrimidin-5-yl]ethyl}benzamide CC(C)C1=CN=C(S1)C=1C=C(C(=O)N[C@H](C)C=2C=NC(=NC2)C(F)(F)F)C=C(C1)O[C@@H]1COCC1